benzyl 4-(2-fluoro-4-(4,4,5,5-tetramethyl-1,3,2-dioxaborolan-2-yl)phenyl)piperidine-1-carboxylate FC1=C(C=CC(=C1)B1OC(C(O1)(C)C)(C)C)C1CCN(CC1)C(=O)OCC1=CC=CC=C1